[O-]S(=O)(=O)C(F)(F)F.C[NH+]1C(CCC1)C 1,2-dimethylpyrrolidinium triflate salt